6-bromo-1-(2,6-dimethylbenzyl)-1H-indazole BrC1=CC=C2C=NN(C2=C1)CC1=C(C=CC=C1C)C